P(=O)(OC[C@H]1O[C@@]([C@@H]([C@@H]1O)O)(C#N)C1=CC=C2C(=NC=NN21)N)(OCCCSCCCCCCCCCCCCCCCCC)O [(2R,3S,4R,5R)-5-(4-Aminopyrrolo[2,1-f][1,2,4]triazin-7-yl)-5-cyano-3,4-dihydroxy-tetrahydrofuran-2-yl]methyl 3-heptadecylsulfanylpropyl hydrogen phosphate